Cl.C(C)[NH+](CC)CC triethyl-ammonium hydrochloride